amylalcohol C(CCCC)O